5-methoxy-6-(3-methyloxetan-3-yl)pyridazin-3-amine COC=1C=C(N=NC1C1(COC1)C)N